C(C=C)(=O)OCCOCCOCC 2-(2-ethoxyethoxy)ethanol acrylate